3,6-dimethyl-sorbitol C[C@]([C@H](CO)O)(O)[C@H](O)[C@H](O)C(O)C